7-chloro-5-(2-methoxyphenyl)imidazo[1,2-a]Quinoxaline-4(5H)-on ClC=1C=C2N(C(C=3N(C2=CC1)C=CN3)=O)C3=C(C=CC=C3)OC